OC1=C(C=CC=2SC=CC21)C2=NN=C(C(N2C)=O)NC[C@@H]2CN(CCO2)C (R)-3-(4-hydroxybenzo[b]thiophen-5-yl)-4-methyl-6-(((4-methylmorpholin-2-yl)methyl)amino)-1,2,4-triazin-5(4H)-one